CC(C(N1CCN(CC1)C(NC1=NC(N(C=C1)C1=CC=C(C=C1)CC(C)=O)=O)=O)=O)(C)NC(OC(C)(C)C)=O tert-Butyl (2-methyl-1-oxo-1-(4-((2-oxo-1-(4-(2-oxopropyl)phenyl)-1,2-dihydropyrimidin-4-yl)carbamoyl)piperazin-1-yl)propan-2-yl)carbamate